(6-(methyl(7H-pyrrolo[2,3-d]pyrimidin-4-yl)amino)-2-azaspiro[3.3]heptan-2-yl)(4-(trifluoromethyl)phenyl)methanone CN(C1CC2(CN(C2)C(=O)C2=CC=C(C=C2)C(F)(F)F)C1)C=1C2=C(N=CN1)NC=C2